C(C)[C@]1(CC[C@@H]2[C@H]3CC[C@@]4([C@H](CC[C@H]4[C@@H]3CC[C@@H]2C1)[C@](CN1N=CC(=C1)C#N)(C)O)C)O 1-((S)-2-((3R,5R,8R,9R,10S,13S,14S,17S)-3-ethyl-3-hydroxy-13-methylhexadecahydro-1H-cyclopenta[a]phenanthren-17-yl)-2-hydroxypropyl)-1H-pyrazole-4-carbonitrile